COC(=O)C1N(CCN(C1)C1=CC(N(C2=CC=C(N=C12)C#N)C)=O)C(C1=CC=C(C=C1)F)C1=CC=C(C=C1)F 1-(bis(4-fluorophenyl)methyl)-4-(6-cyano-1-methyl-2-oxo-1,2-dihydro-1,5-naphthyridin-4-yl)piperazine-2-carboxylic acid methyl ester